N-[2-amino-5-(3-pyridinyl)phenyl]-4-(cyclopropylsulfonyl)benzamide NC1=C(C=C(C=C1)C=1C=NC=CC1)NC(C1=CC=C(C=C1)S(=O)(=O)C1CC1)=O